(S)-4-(2-Azidopropanamido)benzyl (2-(dimethylamino)ethyl)carbamate CN(CCNC(OCC1=CC=C(C=C1)NC([C@H](C)N=[N+]=[N-])=O)=O)C